2-(Di-tert-butylphosphino)-2',4',6'-triisopropyl-1,1'-biphenyl C(C)(C)(C)P(C1=C(C=CC=C1)C1=C(C=C(C=C1C(C)C)C(C)C)C(C)C)C(C)(C)C